8-(4-chloro-2-fluorophenyl)-6-(2,3-dihydrospiro[indene-1,2'-morpholin]-4'-yl)-2,3-dimethylpyrimido[5,4-d]pyrimidin-4(3H)-one ClC1=CC(=C(C=C1)C1=NC(=NC2=C1N=C(N(C2=O)C)C)N2CC1(OCC2)CCC2=CC=CC=C21)F